[N+](=O)([O-])C1=C(C=CC=C1)N1C=CC=C1 1-(2-nitrophenyl)-1H-pyrrole